benzyl (3R,4S)-4-fluoro-3-hydroxypiperidine-1-carboxylate F[C@@H]1[C@@H](CN(CC1)C(=O)OCC1=CC=CC=C1)O